FC1=CC=C(C=C1)C1(C(N(C1C1=CC=CC=C1)C1=CC=CC=C1)=O)C1=CC=C(C=C1)F 3,3-bis(4-fluorophenyl)-1,4-diphenylazetidin-2-one